3-amino-4-fluorobenzoic acid NC=1C=C(C(=O)O)C=CC1F